nickelous disulfide [Ni-2](=S)=S